C1=CC=C(C=C1)[Si](C2=CC=CC=C2)(C3=CC=CC=C3)C4=CC(=CC(=C4)N5C6=CC=CC=C6C7=CC=CC=C75)N8C9=CC=CC=C9C1=CC=CC=C18 3,5-bis(9-carbazolyl)tetraphenylsilane